[Si](C)(C)(C(C)(C)C)OCC(C1=CC=NC=C1)N(C(=O)NC1COCC1(F)F)C 1-[2-[tert-butyl(dimethyl)silyl]oxy-1-(4-pyridyl)ethyl]-3-(4,4-difluorotetrahydrofuran-3-yl)-1-methyl-urea